3-(3,4-dichlorophenyl)propanehydrazide ClC=1C=C(C=CC1Cl)CCC(=O)NN